1-(2-(isopropyl(methyl)amino)ethyl)naphthalen-2-ol C(C)(C)N(CCC1=C(C=CC2=CC=CC=C12)O)C